CC(C)NC 2-propyl-methyl-amine